The molecule is an acyl-CoA(4-) arising from deprotonation of the phosphate and diphosphate functions of (5Z,11Z,14Z,17Z)-icosatetraenoyl-CoA; major species at pH 7.3. It is a polyunsaturated fatty acyl-CoA(4-) and an (11Z)-Delta(11)-fatty acyl-CoA(4-). It is a conjugate base of a (5Z,11Z,14Z,17Z)-icosatetraenoyl-CoA. CC/C=C\\C/C=C\\C/C=C\\CCCC/C=C\\CCCC(=O)SCCNC(=O)CCNC(=O)[C@@H](C(C)(C)COP(=O)([O-])OP(=O)([O-])OC[C@@H]1[C@H]([C@H]([C@@H](O1)N2C=NC3=C(N=CN=C32)N)O)OP(=O)([O-])[O-])O